ClN1CN=C(C=C1)Cl 3,6-dichloropyrimidine